ClCC(=O)NC1=C(C=C(C=C1)C(F)(F)F)F 2-chloro-N-[2-fluoro-4-(trifluoromethyl)phenyl]acetamide